Cl.FC1=C(C=CC=C1)N1N=CC2=C1COC[C@H]2N (S)-1-(2-fluorophenyl)-1,4,5,7-tetrahydropyrano[3,4-c]pyrazol-4-amine hydrochloride